methyl (6-((4-fluorophenyl)amino)-1H-benzo[d]imidazol-2-yl)carbamate FC1=CC=C(C=C1)NC=1C=CC2=C(NC(=N2)NC(OC)=O)C1